N-(4-Cyano-3-(2-(dimethylamino)ethoxy)phenyl)-6-(4-(5-methyl-1,2,4-oxadiazol-3-yl)-2-(trifluoromethyl)phenyl)nicotinamid C(#N)C1=C(C=C(C=C1)NC(C1=CN=C(C=C1)C1=C(C=C(C=C1)C1=NOC(=N1)C)C(F)(F)F)=O)OCCN(C)C